7-((5-cyclobutyl-6-((dimethylamino)-methyl)pyridin-2-yl)amino)-4-(7-fluoroimidazo[1,2-a]pyridin-3-yl)isoindolin-1-one C1(CCC1)C=1C=CC(=NC1CN(C)C)NC=1C=CC(=C2CNC(C12)=O)C1=CN=C2N1C=CC(=C2)F